(R)-N-(5-(difluoromethoxy)-1H-pyrazol-3-yl)-6-(2,2,2-trifluoro-1-(pyridin-3-yl)ethoxy)pyrazin-2-amine FC(OC1=CC(=NN1)NC1=NC(=CN=C1)O[C@@H](C(F)(F)F)C=1C=NC=CC1)F